N-(3-bromo-5-fluorophenyl)-2-chloro-N-(2,2-difluoroethyl)pyrido[3,2-d]Pyrimidine-4-amine BrC=1C=C(C=C(C1)F)N(C=1C2=C(N=C(N1)Cl)C=CC=N2)CC(F)F